(ethylmethyl)zirconium C(C)C[Zr]